ClC1=C(C=NN(C1=O)C1=CC=C(OC2CCN(CC2)C(=O)OC(C)(C)C)C=C1)NC[C@H]1COCCC1 1,1-dimethylethyl 4-[4-[(1S)-5-chloro-6-oxo-4-[[(3S)-tetrahydropyran-3-yl]methylamino]pyridazin-1-yl]phenoxy]piperidine-1-carboxylate